OC1=NC(=NC=C1C(=O)O)C1=NC=CN=C1 4-hydroxy-2-(pyrazin-2-yl)pyrimidine-5-carboxylic acid